C(C1=CC=CC=C1)OCC1=NN(C(N1CC)=O)C=1C=C2C(=CC(=NC2=CC1F)OC1CCC1)C(C)C 3-((Benzyloxy)methyl)-1-(2-cyclobutoxy-7-fluoro-4-isopropylquinolin-6-yl)-4-ethyl-1H-1,2,4-triazol-5(4H)-one